O=C1C2=C(N=CN1C1=CC=CC=C1)CCS2 3,4,6,7-tetrahydro-4-oxo-3-phenylthieno[3,2-d]pyrimidin